C(#N)[C@H]([C@H](C)C1=C(C(=CC=C1F)C)C)NC(OC(C)(C)C)=O tert-butyl N-[(1S,2R)-1-cyano-2-(6-fluoro-2,3-dimethylphenyl) propyl]carbamate